O(C1=CC=CC=C1)C1=C(C(S\C(=C(\C)/N(C=O)CC=2C(=NC(=NC2)C)N)\CCO)=O)C=CC(=C1)OC1=CC=CC=C1 (Z)-S-(2-(N-((4-amino-2-methylpyrimidin-5-yl)methyl)formamido)-5-hydroxypent-2-en-3-yl) 2,4-diphenoxybenzothioate